(2R,3aS,6S,6aR)-6-[(2-amino-3-bromoquinolin-7-yl)methyl]-2-[4-amino-5-(difluoromethyl)-7H-pyrrolo[2,3-d]pyrimidin-7-yl]hexahydro-3aH-cyclopenta[b]furan-3,3a-diol NC1=NC2=CC(=CC=C2C=C1Br)C[C@@H]1CC[C@]2([C@@H]1O[C@H](C2O)N2C=C(C1=C2N=CN=C1N)C(F)F)O